CN1CC(OCC1)CN C-(4-methyl-morpholin-2-yl)-methylamine